6-(1H-benzotriazol-1-yl)pyridin-2-amine N1(N=NC2=C1C=CC=C2)C2=CC=CC(=N2)N